CO[Si](C(C)CCC(CC)[Si](OC)(OC)OC)(OC)OC 2,5-bis(trimethoxysilyl)heptane